OC(C)CC(CCCCCCC)OCC(=O)C1=CC=CC=C1 2-hydroxy-4-undecyloxyacetophenone